C(C)C1(COC1)CC1=C(C(=O)N)C=CC(=C1)C#CC1=CC=C(C=C1)F ((3-ethyloxetan-3-yl)methyl)-4-((4-fluorophenyl)ethynyl)benzamide